O1[C@@H](CCCC1)COS(=O)(=O)C1=CC(=CC=C1)[N+](=O)[O-] 3-nitrobenzenesulfonic acid (S)-oxan-2-ylmethyl ester